Bis(2,5-dioxopyrrolidin-1-yl) 13-(11-oxo-2,5,8,15,18,21-hexaoxa-12-azatricosan-23-yl)-4,7,10,16,19,22-hexaoxa-13-azapentacosanedioate O=C(CCOCCOCCOC)NCCOCCOCCOCCN(CCOCCOCCOCCC(=O)ON1C(CCC1=O)=O)CCOCCOCCOCCC(=O)ON1C(CCC1=O)=O